CC1=CC=C(/C=C/C2=NC3=CC=CC=C3C=C2)C=C1 (E)-2-(4-methylstyreneyl)quinoline